FC1=C(C=C(C=C1)NC(=O)C1=C(N(C(=C1C)C(C(=O)N[C@H]1COC[C@@H]1O)=O)CCF)C)C N-(4-fluoro-3-methylphenyl)-1-(2-fluoroethyl)-5-(2-(((3S,4R)-4-hydroxytetrahydrofuran-3-yl)amino)-2-oxoacetyl)-2,4-dimethyl-1H-pyrrole-3-carboxamide